(R)-N-(1-methylpiperidin-3-yl)-4-oxo-4,5-dihydro-3H-1-thia-3,5,8-triazaAcenaphthene-2-carboxamide formate salt C(=O)O.CN1CC(CCC1)NC(=O)[C@@H]1SC=2N=CC=C3NC(NC1C23)=O